C(C1=CC=CC=C1)N1CC2C3C(NC(C(C31)CC3=CC=CC=C3)(C2)C(=O)NC2CC(NC(C2)(C)C)(C)C)=O 1,7-dibenzyl-4-oxo-N-(2,2,6,6-tetramethylpiperidin-4-yl)octahydro-6H-3,6-methanopyrrolo[3,2-c]pyridine-6-carboxamide